C(C1=CC=CC=C1)OC1=C(C=CC=C1)C(C=CC1=CC(=C(C=C1)OC)O)=O 1-[2-(Benzyloxy)phenyl]-3-(3-hydroxy-4-methoxyphenyl)prop-2-en-1-one